tert-butyl (2S,3R)-2-({3-[(6-cyano-3-methylpyridin-2-yl)oxy]-2-fluorophenyl}methyl)-4,4-difluoro-3-[(methanesulfonyl)amino]pyrrolidine-1-carboxylate C(#N)C1=CC=C(C(=N1)OC=1C(=C(C=CC1)C[C@@H]1N(CC([C@@H]1NS(=O)(=O)C)(F)F)C(=O)OC(C)(C)C)F)C